3-[4,5-dimethyl-2-thiazolyl]-2,5-diphenyl-2H-tetrazolium bromide [Br-].CC=1N=C(SC1C)N1N([NH2+]C(=N1)C1=CC=CC=C1)C1=CC=CC=C1